4-[5-(aminomethyl)pyrimidin-2-yl]-3-(5-morpholin-4-yl-1,3,4-thiadiazole-2-carbonyl)benzonitrile NCC=1C=NC(=NC1)C1=C(C=C(C#N)C=C1)C(=O)C=1SC(=NN1)N1CCOCC1